(2R,6R)-4-(8-cyanoquinolin-5-yl)-N-[(3S,4R)-4-fluoropyrrolidin-3-yl]-6-methylmorpholine-2-carboxamide hydrochloride Cl.C(#N)C=1C=CC(=C2C=CC=NC12)N1C[C@@H](O[C@@H](C1)C)C(=O)N[C@H]1CNC[C@H]1F